C1(CC1)CONC(=NC(CC1=CC=CC=C1)=O)C1=C(C(=CC=C1OC(F)F)F)F N-[[(cyclopropylmethoxy)amino][6-(difluoromethoxy)-2,3-difluorophenyl]-methylene]benzeneacetamide